C1=NC=CC=2NC=3C=C(C=CC3C21)C=2C=CC(=NC2)OCCOCCOCCOCCOCCOC2=CC1=C(C=N2)C(N(C1=O)C1C(NC(CC1)=O)=O)=O 6-((14-((5-(5H-pyrido[4,3-b]indol-7-yl)pyridin-2-yl)oxy)-3,6,9,12-tetraoxatetradecyl)oxy)-2-(2,6-dioxopiperidin-3-yl)-1H-pyrrolo[3,4-c]pyridine-1,3(2H)-dione